N1(C=NC=C1)C=1C=C2C(=C(N1)C(=O)OCC)NN=C2 ethyl 5-(1H-imidazol-1-yl)-1H-pyrazolo[3,4-C]pyridine-7-carboxylate